4-(1,3-Dioxolan-2-yl)-1-(4-nitrophenyl)piperidine O1C(OCC1)C1CCN(CC1)C1=CC=C(C=C1)[N+](=O)[O-]